1-(5-(4,4,5,5-tetramethyl-1,3,2-dioxaborolan-2-yl)indolin-1-yl)propan-1-one CC1(OB(OC1(C)C)C=1C=C2CCN(C2=CC1)C(CC)=O)C